methyl (R)-4-(1-(4-(4-fluorophenoxy)-3'-(trifluoromethyl)-[1,1-biphenyl]-3-carboxamido)ethyl)benzoate FC1=CC=C(OC2=C(C=C(C=C2)C2=CC(=CC=C2)C(F)(F)F)C(=O)N[C@H](C)C2=CC=C(C(=O)OC)C=C2)C=C1